(2S,4R)-4-fluoro-1-[3-(6-methylpyridin-3-yl)propanoyl]-N-[(S)-phenyl[4-(propan-2-yl)phenyl]methyl]pyrrolidine-2-carboxamide F[C@@H]1C[C@H](N(C1)C(CCC=1C=NC(=CC1)C)=O)C(=O)N[C@H](C1=CC=C(C=C1)C(C)C)C1=CC=CC=C1